3-tert-butyl-4-{[3-(2,2-dimethylpropionylamino)phenyl]amino}-N-[(2Z)-imidazolidin-2-ylidene]benzamide C(C)(C)(C)C=1C=C(C(=O)N=C2NCCN2)C=CC1NC1=CC(=CC=C1)NC(C(C)(C)C)=O